ClC1=C(C=C(C=C1)C=1C=NN(C1)C1=C(C(=NN1C)OS(=O)(=O)C(C(F)(F)F)(C(F)(F)F)F)C(F)(F)F)C(N(CCOC)C1(CC1)C#N)=O [5-[4-[4-chloro-3-[(1-cyanocyclopropyl)-(2-methoxyethyl)carbamoyl] phenyl]pyrazol-1-yl]-1-methyl-4-(trifluoromethyl) pyrazol-3-yl]1,1,1,2,3,3,3-heptafluoropropane-2-sulfonate